COC1=CC=C(COC(CCC)=O)C=C1 butyric acid 4-methoxybenzyl ester